cyclopropyl-4-iodo-2-nitroaniline C1(CC1)NC1=C(C=C(C=C1)I)[N+](=O)[O-]